ethyl (2E,4E)-ethyl-4-(pyridine-2-yl imino)-2-butenoate C(C)/C(/C(=O)OCC)=C\C=N\C1=NC=CC=C1